BrC1=C(C(=O)O)C(=CC(=C1)[Si](C1=CC=CC=C1)(C)C)Br 2,6-dibromo-4-(dimethyl-(phenyl)silyl)benzoic acid